tert-Butyl 3-(4-(1,1-difluoro-2-hydroxybutoxy)-7-(thiazol-2-yl)benzo[d]oxazol-2-yl)-3,6-diazabicyclo[3.1.1]heptane-6-carboxylate FC(C(CC)O)(OC1=CC=C(C2=C1N=C(O2)N2CC1N(C(C2)C1)C(=O)OC(C)(C)C)C=1SC=CN1)F